C(C)C1=CC=C2C(=N1)C(=CN2)NC2=NC1=C(N2)C=CC(=C1)OC1=CC=CC=C1 N-(5-ethyl-1H-pyrrolo[3,2-b]pyridin-3-yl)-5-phenoxy-1H-benzo[d]imidazol-2-amine